2-(3-ethylsulfonyl-5-isopropoxy-2-pyridyl)-7-(trifluoromethyl)imidazo[1,2-c]pyrimidine C(C)S(=O)(=O)C=1C(=NC=C(C1)OC(C)C)C=1N=C2N(C=NC(=C2)C(F)(F)F)C1